6-(4-(7-ethoxy-2-methyl-2H-indazol-4-yl)-2,6-difluorobenzyl)-6,7-dihydro-5H-pyrrolo[3,4-b]pyridin-5-one-7,7-d2 C(C)OC1=CC=C(C2=CN(N=C12)C)C1=CC(=C(CN2C(C3=NC=CC=C3C2=O)([2H])[2H])C(=C1)F)F